ClC1=C(N=C(NC1=O)C1=CC=NC=C1)N1[C@@H](CN[C@H](C1)C)C 5-chloro-4-[(2r,5s)-2,5-dimethylpiperazin-1-yl]-2-(4-pyridinyl)-1H-pyrimidin-6-one